3-((4-chlorobenzyl)oxy)-5-methoxybenzoic acid ClC1=CC=C(COC=2C=C(C(=O)O)C=C(C2)OC)C=C1